bis(2-(3-(2H-benzotriazol-2-yl)-4-hydroxy-5-octylphenyl)ethyl) terephthalate C(C1=CC=C(C(=O)OCCC2=CC(=C(C(=C2)CCCCCCCC)O)N2N=C3C(=N2)C=CC=C3)C=C1)(=O)OCCC1=CC(=C(C(=C1)CCCCCCCC)O)N1N=C3C(=N1)C=CC=C3